2-[4-Chloro-5-(1-methylsulfonyl-4-piperidyl)-1H-imidazol-2-yl]-5-fluoro-pyridine ClC=1N=C(NC1C1CCN(CC1)S(=O)(=O)C)C1=NC=C(C=C1)F